C(C)(C)(C)NC(C(=O)N1C2(CC(C1)C2)C(=O)N[C@@H](C[C@H]2C(NCC2)=O)C(COC(F)(F)F)=O)=O (1s,4R)-2-(2-(tert-butylamino)-2-oxoacetyl)-N-((S)-3-oxo-1-((S)-2-oxopyrrolidin-3-yl)-4-(trifluoromethoxy)butan-2-yl)-2-azabicyclo[2.1.1]hexane-1-carboxamide